(2R,3R)-1-(4-(4-(1-(pentan-3-yl)-1H-pyrazol-4-yl)pyrazolo[1,5-a]pyrazin-6-yl)-1H-pyrazol-1-yl)butane-2,3-diol CCC(CC)N1N=CC(=C1)C=1C=2N(C=C(N1)C=1C=NN(C1)C[C@H]([C@@H](C)O)O)N=CC2